4-(2-((tert-butyldimethylsilyl)oxy)propoxy)-N-(2,6-dichlorophenyl)-2-((4-(4-methylpiperazin-1-yl)phenyl)amino)pyrimidine-5-carboxamide [Si](C)(C)(C(C)(C)C)OC(COC1=NC(=NC=C1C(=O)NC1=C(C=CC=C1Cl)Cl)NC1=CC=C(C=C1)N1CCN(CC1)C)C